C(#N)CP(OCCCCCC)(OCCCCCC)=O dihexyl cyanomethylphosphonate